BrC=1C(=NNC1C)C(C)=O 1-(4-Bromo-5-methyl-1H-pyrazol-3-yl)ethan-1-one